Cis-3-(5-fluoroindol-1-yl)cyclobutanecarboxylic acid FC=1C=C2C=CN(C2=CC1)[C@H]1C[C@H](C1)C(=O)O